N-(2-(((2-Hydroxy-5-nitrophenyl)amino)methyl)quinolin-8-yl)-4-(trifluoromethyl)benzenesulfonamide OC1=C(C=C(C=C1)[N+](=O)[O-])NCC1=NC2=C(C=CC=C2C=C1)NS(=O)(=O)C1=CC=C(C=C1)C(F)(F)F